C(C)(=O)NC1=NC=C(C(=C1)NC(OC(C)(C)C)=O)C1=NC(N(C=C1)C)=O tert-butyl (2-acetamido-5-(1-methyl-2-oxo-1,2-dihydropyrimidin-4-yl)pyridin-4-yl)carbamate